N-[[4-(4-amino-1-cyclopentyl-pyrazolo[3,4-D]pyrimidin-3-yl)phenyl]methyl]-3-methoxy-naphthalene-2-carboxamide NC1=C2C(=NC=N1)N(N=C2C2=CC=C(C=C2)CNC(=O)C2=CC1=CC=CC=C1C=C2OC)C2CCCC2